[Na+].[Na+].[Na+].[Na+].OC(C)(P([O-])(=O)[O-])P([O-])(=O)[O-] 1-hydroxyethane-1,1-diphosphonate tetrasodium salt